2-hydroxy-6-methyl-4-nitropyridine OC1=NC(=CC(=C1)[N+](=O)[O-])C